(4-azidophenyl) (4-bromophenyl-ethyl) sulfoxide BrC1=CC=C(C=C1)CCS(=O)C1=CC=C(C=C1)N=[N+]=[N-]